ethyl-sulfonate (ethanesulfonate) C(C)S(=O)(=O)O.C(C)S(=O)(=O)O